CC1(CCN(CC1)C(=O)OCC1=CC=CC=C1)C(=O)OC 1-Benzyl 4-methyl 4-methylpiperidine-1,4-dicarboxylate